FC1=C(C=CC=C1)OC(C=C)=O acrylic acid fluorophenyl ester